methyl N-[[3-[3-fluoro-4-[(2-isopropylimidazol-1-yl)methyl]phenyl]-5-isobutyl-2-thienyl]sulfonyl]carbamate FC=1C=C(C=CC1CN1C(=NC=C1)C(C)C)C1=C(SC(=C1)CC(C)C)S(=O)(=O)NC(OC)=O